COC1=CC=C(CCS(=O)(=O)NC2=NC=CC(=N2)C(C(=O)OC(C)(C)C)(C(=O)OC)CCOC)C=C1 1-tert-butyl 3-methyl 2-(2-(N-(4-methoxybenzyl) methylsulfonylamino) pyrimidin-4-yl)-2-(2-methoxyethyl)-malonate